chromium (II) fluoride hydrate O.[F-].[Cr+2].[F-]